C([C@H](O)[C@H](O)[C@H](O)[C@H](O)CO)O D-allitol